ClCCC(=O)CC 1-chloropropione